FC(C1(CC1)O)(C1=C(C(=CC=C1)[C@@H](C)NC=1C2=C(N=C(N1)C)N=C(C(=C2)N2CCN(CC2)C(C)C)OC)F)F (R)-1-(difluoro(2-fluoro-3-(1-((6-(4-isopropylpiperazin-1-yl)-7-methoxy-2-methylpyrido[2,3-d]pyrimidin-4-yl)amino)ethyl)phenyl)methyl)cyclopropan-1-ol